Dioctadecyl 2-((3-(dimethylamino)propyl)disulfaneyl)succinate CN(CCCSSC(C(=O)OCCCCCCCCCCCCCCCCCC)CC(=O)OCCCCCCCCCCCCCCCCCC)C